CN([C@@H]1C(C(=C([C@]2(C(C3=C(C4=C(C=CC=C4[C@@]([C@H]3C[C@@H]12)(C)O)O)O)=O)O)O)C(=O)NCNCCCC[C@@H](C(=O)O)N)=O)C (2S)-6-[[[(4S,4aS,5aS,6S,12aR)-4-(dimethylamino)-1,6,10,11,12a-pentahydroxy-6-methyl-3,12-dioxo-4,4a,5,5a-tetrahydrotetracene-2-carbonyl]amino]methylamino]-2-aminohexanoic acid